6-chloro-4-[(3S,4S)-4-(4-chloroanilino)-3-methyl-1-piperidyl]-1-methyl-2-oxo-1,5-naphthyridine-3-carbonitrile ClC=1N=C2C(=C(C(N(C2=CC1)C)=O)C#N)N1C[C@@H]([C@H](CC1)NC1=CC=C(C=C1)Cl)C